N-((R)-6-((R)-4-hydroxy-4-methylazepan-1-yl)-2-(hydroxymethyl)-2-methyl-2,3-dihydrobenzofuran-5-yl)pyrazolo[1,5-a]pyrimidine-3-carboxamide O[C@]1(CCN(CCC1)C1=CC2=C(C[C@](O2)(C)CO)C=C1NC(=O)C=1C=NN2C1N=CC=C2)C